C(CC(C)C)OC(CCC1CC(CC(C1)CCC(=O)OCCC(C)C)CCC(=O)OCCC(C)C)=O Tri(isopentyl)-cyclohexan-1,3,5-tripropionat